1-[2-(6-methylpyridazin-4-yl)-6-[5-[(6-methylpyridazin-3-yl)amino]benzimidazol-1-yl]-3-pyridinyl]ethanol methyl-(2S)-2-[(4R)-4-methyl-2-oxoazepanyl]-3-phenylpropanoate C[C@@](C(=O)OC(C)C=1C(=NC(=CC1)N1C=NC2=C1C=CC(=C2)NC=2N=NC(=CC2)C)C2=CN=NC(=C2)C)(CC2=CC=CC=C2)N2C(C[C@@H](CCC2)C)=O